C(C)[C@H]1N(C[C@@H](N(C1)C=1C=2N=C(N(C2N(C(N1)=O)C)C[C@H]1OCCC1)C)C)C(C(C)C)C1=CC(=C(C=C1)C(F)(F)F)F 6-((2S,5R)-5-ethyl-4-(1-(3-fluoro-4-(trifluoromethyl)phenyl)-2-methylpropyl)-2-methylpiperazin-1-yl)-3,8-dimethyl-9-(((S)-tetrahydrofuran-2-yl)methyl)-3,9-dihydro-2H-purin-2-one